S1C2=C(C=C1)C(=CC=C2)N2CCN(CC2)CCCCOC2=CC=C1C=CC(N(C1=C2)COC(CCCCCCCCCC)=O)=O Undecanoic acid 7-[4-(4-benzo[b]thiophen-4-ylpiperazin-1-yl)butoxy]-2-oxo-2H-quinolin-1-ylmethyl ester